FC1(CC(C1)OC1=CC=C(C=N1)CNC=1N=C2N([C@H](C(N3C2=C(N1)CCC3)=O)C)C)F (S)-2-(((6-(3,3-difluorocyclobutoxy)pyridin-3-yl)methyl)amino)-4,5-dimethyl-4,5,9,10-Tetrahydro-6H,8H-pyrido[3,2,1-de]pterid-6-one